2-(4-acetylphenyl)-7,7-dimethyl-1,3-dioxo-2,3,5,12b-tetrahydro-1H,7H-chromeno[4,3-c][1,2,4]triazolo[1,2-a]pyridazin-10-yl acetate C(C)(=O)OC=1C=CC2=C(C1)OC(C=1C2N2N(CC1)C(N(C2=O)C2=CC=C(C=C2)C(C)=O)=O)(C)C